Cl[C@]1([C@@](C(C(C1(F)F)(F)F)(F)F)(Cl)F)F trans-1,2-dichloro-octafluorocyclopentane